C(C(O)C)(=O)[O-].[Co].[NH4+] ammonium cobalt lactate